C(C)(C)C1=C(C=CC=C1)[C@@H]1CN(CCN1)CC1=CC=C(C=C1)OC (R)-3-(2-isopropylphenyl)-1-(4-methoxybenzyl)piperazine